N-methyl-N,N-dioctyloctan-1-aminium chloride [Cl-].C[N+](CCCCCCCC)(CCCCCCCC)CCCCCCCC